COC[C@@H]1N(CC1)C=1C=CC=2C3(C4=CC=C(C=C4OC2C1)N1[C@H](CC1)COC)OC(C1=CC=C(C=C13)C(=O)O)=O 3',6'-bis((R)-2-(methoxymethyl)azetidin-1-yl)-3-oxo-3H-spiro[isobenzofuran-1,9'-xanthene]-6-carboxylic acid